2-Acetoxy-4-(2-((4Z,7Z,10Z,13Z,16Z,19Z)-docosa-4,7,10,13,16,19-hexaenoyloxy)-3-(hexadecyloxy)propoxy)-N,N,N-trimethyl-4-oxobutan-1-aminium C(C)(=O)OC(C[N+](C)(C)C)CC(=O)OCC(COCCCCCCCCCCCCCCCC)OC(CC\C=C/C\C=C/C\C=C/C\C=C/C\C=C/C\C=C/CC)=O